Cl.NC1(CCN(CC1)C([C@H](C)O)=O)C (S)-1-(4-amino-4-methylpiperidin-1-yl)-2-hydroxypropan-1-one hydrochloride